1-[4-[4-[3-chloro-4-[(2-methylthiazol-4-yl)methoxy]anilino]-7H-pyrrolo[2,3-d]pyrimidin-5-yl]-1-piperidyl]prop-2-en ClC=1C=C(NC=2C3=C(N=CN2)NC=C3C3CCN(CC3)CC=C)C=CC1OCC=1N=C(SC1)C